2-Chloro-5-{[(2,2-dimethylpropionyl)amino]methyl}-N-[1-(5-methylpyridin-3-yl)-1H-indazol-4-yl]benzamide methyl-(S)-4-chloro-2-aminobutyrate COC([C@H](CCCl)N)=O.ClC1=C(C(=O)NC2=C3C=NN(C3=CC=C2)C=2C=NC=C(C2)C)C=C(C=C1)CNC(C(C)(C)C)=O